Cl.CC1=C(C(=O)NC2=C(C=C(C=C2)S(N[C@H](C)C2CCNCC2)(=O)=O)C)C=CN=C1 (R)-3-methyl-N-(2-methyl-4-(N-(1-(piperidin-4-yl)ethyl)sulfamoyl)phenyl)isonicotinamide hydrochloride